((3S,5S)-5-(aminomethyl)-1-phenylmethylpyrrolidin-3-yl)carbamic acid tert-butyl ester C(C)(C)(C)OC(N[C@@H]1CN([C@@H](C1)CN)CC1=CC=CC=C1)=O